rhodium tris(triphenylphosphine) rhodium chloride [Rh](Cl)(Cl)Cl.C1(=CC=CC=C1)P(C1=CC=CC=C1)C1=CC=CC=C1.C1(=CC=CC=C1)P(C1=CC=CC=C1)C1=CC=CC=C1.C1(=CC=CC=C1)P(C1=CC=CC=C1)C1=CC=CC=C1.[Rh]